(Z)-9-Hexadecenonitrile C(CCCCCCC\C=C/CCCCCC)#N